(S)-4-(5-(5-fluoro-2-methoxypyridin-4-yl)-1H-pyrazole-3-carbonyl)-N-((1S,3S,4r)-3-hydroxy-4-(trifluoromethyl)cyclohexyl)-4-azaspiro[2.5]octane-7-carboxamide FC=1C(=CC(=NC1)OC)C1=CC(=NN1)C(=O)N1C2(CC2)C[C@H](CC1)C(=O)N[C@@H]1C[C@@H]([C@@H](CC1)C(F)(F)F)O